C(CCCCC)C=1OC(=C(C1CCCCCC)CCCCCC)CCCCCC 2,3,4,5-tetra-n-hexylfuran